N,N'-bis(3,5-di-tert-butylphenyl)-N,N'-bis{3,5-bis[4-(1-adamantyl)phenyl]phenyl}-2-phenylanthracene-9,10-diamine C(C)(C)(C)C=1C=C(C=C(C1)C(C)(C)C)N(C=1C2=CC=CC=C2C(=C2C=CC(=CC12)C1=CC=CC=C1)N(C1=CC(=CC(=C1)C1=CC=C(C=C1)C12CC3CC(CC(C1)C3)C2)C2=CC=C(C=C2)C23CC1CC(CC(C2)C1)C3)C3=CC(=CC(=C3)C(C)(C)C)C(C)(C)C)C3=CC(=CC(=C3)C3=CC=C(C=C3)C31CC2CC(CC(C3)C2)C1)C1=CC=C(C=C1)C12CC3CC(CC(C1)C3)C2